bromo-4-fluoro-1-methyl-1H-benzo[d]imidazole BrC1=NC2=C(N1C)C=CC=C2F